tert-butyl 6-(7'-fluoro-2'-oxospiro[cyclobutane-1,3'-indolin]-5'-yl)-3-methyl-3,4-dihydropyridine-1(2H)-carboxylate FC=1C=C(C=C2C3(C(NC12)=O)CCC3)C3=CCC(CN3C(=O)OC(C)(C)C)C